FC(C(=O)OC)F Methyl Difluoroacetat